FC(C1N(SOC1)C(=O)O)(F)F 4-(trifluoromethyl)-1,2,3-oxathiazolidine-3-carboxylic acid